[Cu].[Cr] Chromium-copper